1-((3-(5-(3,5-difluorophenyl)-4,5-dihydro-1H-pyrazole-1-carbonyl)bicyclo[1.1.1]-pentan-1-yl)methyl)-pyrrolidine-3-carbonitrile FC=1C=C(C=C(C1)F)C1CC=NN1C(=O)C12CC(C1)(C2)CN2CC(CC2)C#N